FC(C1=CC=C(C=C1)C=1C=CSC1)(F)F 4-(4-trifluoromethyl-phenyl)thiophene